ClC1=CC=2C=3C=CC(=CC3N(C(N(C2N=C1)CC)=O)C1=C(C=C(C=C1F)NCCCC(=O)OCC)F)Cl ethyl 4-[(4-{4,13-dichloro-8-ethyl-9-oxo-6,8,10-triazatricyclo[9.4.0.02,7]pentadeca-1(11),2(7),3,5,12,14-hexaen-10-yl}-3,5-difluorophenyl)amino]butanoate